Tert-butyl 6-((4-(7-bromo-6-fluoro-1H-indol-3-yl)-5-(trifluoromethyl) pyrimidin-2-yl) amino)-2-azaspiro[3.3]heptane-2-carboxylate BrC=1C(=CC=C2C(=CNC12)C1=NC(=NC=C1C(F)(F)F)NC1CC2(CN(C2)C(=O)OC(C)(C)C)C1)F